C(C)(C)(C)OC(=O)N1C2=C(OCC1)C=C(C(=C2)OC)Br 7-Bromo-6-methoxy-2,3-dihydro-4H-benzo[b][1,4]oxazine-4-carboxylic acid tert-butyl ester